(E)-N'-((5-bromopyridin-2-yl)methylene)-2,2-difluoro-N-methylcyclopropane-1-carbohydrazide BrC=1C=CC(=NC1)\C=N\N(C(=O)C1C(C1)(F)F)C